(R)-2-(3-nitrophenoxy)-1-(piperidin-1-yl)propan-1-one [N+](=O)([O-])C=1C=C(O[C@@H](C(=O)N2CCCCC2)C)C=CC1